F[In] fluoroindium